2-(2-((5-(1-aminoisoquinolin-7-yl)-1-(tetrahydrofuran-3-yl)-1H-indazol-3-yl)methoxy)-6-methylphenyl)acetic acid NC1=NC=CC2=CC=C(C=C12)C=1C=C2C(=NN(C2=CC1)C1COCC1)COC1=C(C(=CC=C1)C)CC(=O)O